1-(pyrimidin-5-yl)-cyclopropan-1-amine N1=CN=CC(=C1)C1(CC1)N